dimethyl-(methoxyethyl)chlorosilane C[Si](Cl)(CCOC)C